C(C)(C)(C)OC(=O)N[C@H](C(=O)OCC#N)CC=1C=CC=2N(N1)C=C(N2)C(N)=O cyanomethyl (S)-2-((tert-butoxycarbonyl)amino)-3-(2-carbamoylimidazo[1,2-b]pyridazin-6-yl)propanoate